C1(CC1)C1=C(C(=NO1)C1=C(C=CC=C1Cl)Cl)C1CC2(C1)CCN(CC2)C=2SC1=C(N2)C(=CC(=C1)C(=O)O)F 2-(2-(5-cyclopropyl-3-(2,6-dichlorophenyl)isoxazol-4-yl)-7-azaspiro[3.5]non-7-yl)-4-fluorobenzo[d]thiazole-6-carboxylic acid